tert-Butyl 1'-bromo-6'-methyl-7'-oxo-3'-(phenylsulfonyl)-6',7'-dihydro-3'H-8-azaspiro[bicyclo[3.2.1]octane-3,8'-dipyrrolo[2,3-b:3',2'-d]pyridine]-8-carboxylate BrC1=CN(C2=NC=C3C(=C21)C2(C(N3C)=O)CC3CCC(C2)N3C(=O)OC(C)(C)C)S(=O)(=O)C3=CC=CC=C3